ClCC1=C2CN(C(C2=C(C=C1)OCC1CCN(CC1)S(=O)(=O)C)=O)C(=O)OC(C)(C)C tert-butyl 4-(chloromethyl)-7-((1-(methylsulfonyl) piperidin-4-yl) methoxy)-1-oxoisoindoline-2-carboxylate